ClC1=C(C(=O)OCC)C=CC(=C1N(C)OC)S(=O)(=O)C ethyl 2-chloro-3-[methoxy (methyl) amino]-4-methylsulfonyl-benzoate